O1C(CCCC1)OCOC(=O)C1C2C3C4C=CC(C3C(C1)C2)C4 8-tetrahydropyran-2-yloxymethyloxycarbonyl-tetracyclo[4.4.0.12,5.17,10]-3-dodecene